tert-butyl (1S,2R)-2-(4-(4-fluoro-3-methylphenylamino)-3-oxo-2,3-dihydro-1H-pyrrolo[3,4-c]pyridin-6-ylamino)cyclohexylcarbamate FC1=C(C=C(C=C1)NC1=NC(=CC2=C1C(NC2)=O)N[C@H]2[C@H](CCCC2)NC(OC(C)(C)C)=O)C